NC=1N(C(=CC1)C)C1C(=C(C=CC1(C)OCC1(CCC1)N)O)C 2-Amino-6-((1-aminocyclobutyl)methoxy)-1-(3-hydroxy-2,6-dimethylphenyl)-5-methyl-1H-pyrrole